3-hydroxy-3-(1-trityl-1H-imidazol-4-yl)tetrahydrothiophene 1,1-dioxide OC1(CS(CC1)(=O)=O)C=1N=CN(C1)C(C1=CC=CC=C1)(C1=CC=CC=C1)C1=CC=CC=C1